2-[6-(5-chloro-2-{[(2S)-1-methoxypropan-2-yl]amino}pyrimidin-4-yl)-1-oxo-2,3-dihydro-1H-isoindol-2-yl]-N-[(1S)-2-hydroxy-1-(3-methoxyphenyl)-ethyl]acetamide ClC=1C(=NC(=NC1)N[C@H](COC)C)C1=CC=C2CN(C(C2=C1)=O)CC(=O)N[C@H](CO)C1=CC(=CC=C1)OC